4-bromo-1-((2-(trimethylsilyl)ethoxy)methyl)-1H-imidazole BrC=1N=CN(C1)COCC[Si](C)(C)C